1,4-bis(2'-bromoethoxy)-9,10-anthraquinone BrCCOC1=CC=C(C=2C(C3=CC=CC=C3C(C12)=O)=O)OCCBr